3,5-dichloro-4-(3-chloro-5-trifluoromethyl-2-pyridinyloxy)phenylamine ClC=1C=C(C=C(C1OC1=NC=C(C=C1Cl)C(F)(F)F)Cl)N